6-[3-(pyrrolidin-1-yl)propoxy]-2-(4-(3-(pyrrolidin-1-yl)propoxy)phenyl)benzo[d]oxazole N1(CCCC1)CCCOC1=CC2=C(N=C(O2)C2=CC=C(C=C2)OCCCN2CCCC2)C=C1